(S)-2-(3,4-dihydro-2H-pyrrolo[3',2':5,6]pyrido[2,3-B][1,4]oxazepin-1(7H)-yl)-4-(6-(2-(2-isopropylphenyl)pyrrolidin-1-yl)-2-azaspiro[3.3]hept-2-yl)benzoic acid N1(C2=C(OCCC1)N=C1C(=C2)C=CN1)C1=C(C(=O)O)C=CC(=C1)N1CC2(C1)CC(C2)N2[C@@H](CCC2)C2=C(C=CC=C2)C(C)C